tert-Butyl 5,6-dimethyl-7,9-dihydro-8H-pyrrolo[3,4-c][1,2,4]triazolo[1,5-a]pyridine-8-carboxylate CC1=C(C2=C(C=3N1N=CN3)CN(C2)C(=O)OC(C)(C)C)C